3-chloro-2-fluoro-N-[(1s,4s)-4-{[2-(trifluoromethyl)quinolin-4-yl]amino}cyclohexyl]benzamide ClC=1C(=C(C(=O)NC2CCC(CC2)NC2=CC(=NC3=CC=CC=C23)C(F)(F)F)C=CC1)F